(3,4-dimethylphenyl)formamide CC=1C=C(C=CC1C)NC=O